C(C)NC(OC1=C(C=CC(=C1)C1SC2=C(CO1)C=CC=C2)OC)=O 5-(2,4-dihydro-3,1-benzoxathiin-2-yl)-2-methoxyphenyl N-ethylcarbamate